tert-Butyl 3-(4-((6-(4-cyclopropyl-6-methoxypyrimidin-5-yl)-1H-pyrazolo[3,4-d]pyrimidin-1-yl)methyl)phenyl)-1-(trifluoromethyl)-5,6-dihydroimidazo[1,5-a]pyrazine-7(8H)-carboxylate C1(CC1)C1=NC=NC(=C1C1=NC=C2C(=N1)N(N=C2)CC2=CC=C(C=C2)C2=NC(=C1N2CCN(C1)C(=O)OC(C)(C)C)C(F)(F)F)OC